C(#N)C1=CC=C(CNC(=O)C=2NC=C(C2)C(C2=CC=C(C=C2)C)=O)C=C1 N-(4-cyanobenzyl)-4-(4-methylbenzoyl)-1H-pyrrole-2-carboxamide